C(C=C)OC(CCOS(=O)(=O)S(=O)(=O)O)O allyloxyhydroxypropyl-sulfosulfonic acid